[Mo]([3H])([3H])([3H])[3H].C12(CC3CC(CC(C1)C3)C2)C=2C=CC(=C(C=NNC3=C(C=CC=C3)F)C2)O 2-(5-(adamantan-1-yl)-2-hydroxybenzylidene)-N-(2-fluorophenyl)hydrazine molybdenum tritide